4-(3'-trifluoromethyl-benzyl)-7,8-dihydroxycoumarin FC(C=1C=C(CC2=CC(OC3=C(C(=CC=C23)O)O)=O)C=CC1)(F)F